1,3,5-trimethylpyrazole CN1N=C(C=C1C)C